(Z)-1-(4-amino-2-fluoro-but-2-en-1-yl)-N-methoxy-4-(2-methoxy-5-(N-methylsulfamoyl)phenyl)-1H-benzo[d][1,2,3]triazole-6-carboxamide hydrochloride Cl.NC\C=C(\CN1N=NC2=C1C=C(C=C2C2=C(C=CC(=C2)S(NC)(=O)=O)OC)C(=O)NOC)/F